(4S)-4-(2-(1-Ethyl-3-(trifluoromethyl)-1H-pyrazol-4-yl)phenyl)-6-((E)-3-(piperidin-2-yl)acryloyl)-4,5,6,7-tetrahydrothieno[2,3-c]pyridine-2-carbonitrile C(C)N1N=C(C(=C1)C1=C(C=CC=C1)[C@H]1C2=C(CN(C1)C(\C=C\C1NCCCC1)=O)SC(=C2)C#N)C(F)(F)F